(Z)-4-(((1R,3S)-3-amino-2,2,3-trimethylcyclopentyl)amino)-N'-(2-chloro-4-hydroxy-phenyl)-6-(5-((dimethylamino)methyl)-1-methyl-1H-pyrrol-3-yl)pyrrolo[1,2-b]pyridazine-3-carboximidamide N[C@@]1(C([C@@H](CC1)NC=1C=2N(N=CC1/C(/N)=N/C1=C(C=C(C=C1)O)Cl)C=C(C2)C2=CN(C(=C2)CN(C)C)C)(C)C)C